(1R,3S)-5'-(4-Amino-3-(dimethylcarbamoyl)-2-fluorophenyl)-4'-chloro-1',2'-dihydrospiro[cyclopentane-1,3'-pyrrolo[2,3-b]pyridine]-3-carboxylic acid NC1=C(C(=C(C=C1)C=1C(=C2C(=NC1)NC[C@]21C[C@H](CC1)C(=O)O)Cl)F)C(N(C)C)=O